CC1(OB(OC1(C)C)C1=CC=C(C=C1)C=1C=CC(=NC1)C(F)(F)F)C 5-[4-(4,4,5,5-tetramethyl-1,3,2-dioxaborolan-2-yl)phenyl]-2-(trifluoromethyl)-pyridine